C(C)(C)[C@@H](C[C@@H](O[Si](C(C)(C)C)(C)C)C=1SC=C(N1)C(=O)OCC)N(OCCCCCC)C([C@H]([C@H](CC)C)[C@H]1N(CCCC1)C)=O Ethyl 2-((5R,7R)-7-isopropyl-2,2,3,3-tetramethyl-8-((2R,3S)-3-methyl-2-((S)-1-methylpiperidin-2-yl)pentanoyl)-4,9-dioxa-8-aza-3-silapentadecan-5-yl)thiazole-4-carboxylate